NC1=CC(=C(C=C1F)C=1N(C2=C(N1)C(N(C21C(NC2=CC(=CC=C21)Cl)=O)C2=C(C=CC(=C2)Cl)C)=O)C(C)C)OC 2'-(4-amino-5-fluoro-2-methoxyphenyl)-6-chloro-5'-(5-chloro-2-methylphenyl)-3'-isopropyl-3'h-spiro[indoline-3,4'-pyrrolo[3,4-d]imidazole]-2,6'(5'h)-dione